10-(1-((6-chloro-2-(1-(tetrahydro-2H-pyran-4-yl)-1H-pyrazol-4-yl)pyridin-3-yl)amino)ethyl)-8-methyl-4,5-dihydro-3H,6H-2,2a,5a-triazaaceanthrylen-6-one ClC1=CC=C(C(=N1)C=1C=NN(C1)C1CCOCC1)NC(C)C=1C=C(C=C2C(N3CCCN4N=CC(C12)=C43)=O)C